4-((3-fluoro-6-methyl-5,6-dihydrobenzo[h][1,6]naphthyridin-7-yl)amino)-N-(methyl-d3)pyridazine-3-carboxamide FC=1C=NC=2C3=C(N(CC2C1)C)C(=CC=C3)NC3=C(N=NC=C3)C(=O)NC([2H])([2H])[2H]